N1-(1-(3-(1-adamantylamino)propyl)-2-oxo-1,2-dihydropyridin-3-yl)-5-oxohexanediamide C12(CC3CC(CC(C1)C3)C2)NCCCN2C(C(=CC=C2)NC(CCCC(C(=O)N)=O)=O)=O